BrC1=CC2=C(CCNCC2)C=C1 7-Bromo-1,3,4,5-tetrahydro-2H-benzo[d]azepine